C(C)(=O)OCOC=1C(=NC=CC1OC)C(=O)N[C@@H](C)C(=O)O[C@@H](C)C1(CC1)C1=CC=CC2=CC=CC=C12 (1S)-1-[1-(naphthalen-1-yl)cyclopropyl]ethyl N-{[3-(acetoxymethoxy)-4-methoxypyridin-2-yl]carbonyl}-L-alaninate